4-ethyl-1-((4-fluorobenzyl)oxy)-2-iodobenzene C(C)C1=CC(=C(C=C1)OCC1=CC=C(C=C1)F)I